ClC=1C=C2C(=NC1I)N(C(=N2)O[C@@H]2[C@@H](CCC2)O)COCC[Si](C)(C)C (1R,2S)-2-((6-chloro-5-iodo-3-((2-(trimethylsilyl)ethoxy)methyl)-3H-imidazo[4,5-b]pyridin-2-yl)oxy)cyclopentan-1-ol